C(C)OC(=O)C1=CC=C(S1)B(O)O 5-(ETHOXYCARBONYL)THIOPHENE-2-BORONIC ACID